4-(2-hydroxy-prop-2-yl)-N-((5-(imidazo[1,2-a]pyridin-7-yl)-2,3-dihydro-1H-inden-4-yl)carbamoyl)thiophene-2-sulfonamide OC(C)(C)C=1C=C(SC1)S(=O)(=O)NC(NC1=C2CCCC2=CC=C1C1=CC=2N(C=C1)C=CN2)=O